4-(5-(3-((2-(3-carboxypropanoyl)-4-fluoro-6-methoxy-1H-inden-5-yl)oxy)propoxy)-4-fluoro-6-methoxyisoindolin-2-yl)-4-oxobutanoic acid C(=O)(O)CCC(=O)C=1CC2=CC(=C(C(=C2C1)F)OCCCOC=1C(=C2CN(CC2=CC1OC)C(CCC(=O)O)=O)F)OC